N-[5-[[2-chloro-6-cyano-4-[1,2,2,3,3,3-hexafluoro-1-(trifluoromethyl)prop-yl]phenyl]carbamoyl]-2-cyano-phenyl]-4-cyano-2-methyl-benzamide ClC1=C(C(=CC(=C1)C(C(C(F)(F)F)(F)F)(C(F)(F)F)F)C#N)NC(=O)C=1C=CC(=C(C1)NC(C1=C(C=C(C=C1)C#N)C)=O)C#N